C1(CC1)[C@H](C=1C=CC2=C(NC(=N2)[C@H](CC(C(F)(F)F)(C)C)NC(=O)C2=NON=C2C)C1)NC(C[C@@H]1C(C1)(F)F)=O |o1:34| N-((S)-1-(6-((R)-Cyclopropyl(2-((S*)-2,2-difluorocyclopropyl)acetamido)methyl)-1H-benzo[d]imidazol-2-yl)-4,4,4-trifluoro-3,3-dimethylbutyl)-4-methyl-1,2,5-oxadiazole-3-carboxamide